2-(5-bromo-2-pyridyl)-5-methyl-1,3,4-oxadiazole BrC=1C=CC(=NC1)C=1OC(=NN1)C